5-hydroxy-6,7-dimethoxy-flavone OC1=C2C(C=C(OC2=CC(=C1OC)OC)C1=CC=CC=C1)=O